sodium di-(2-ethylhexyl)-sulfosuccinate C(C)C(CC(C(C(=O)[O-])S(=O)(=O)O)(C(=O)[O-])CC(CCCC)CC)CCCC.[Na+].[Na+]